CN(N)C1=NN=NN1CCN1N=NN=C1N(N)C 1,2-Bis[5-(1-methylhydrazinyl)tetrazol-1-yl]ethan